5,7-bis(4-aminophenyloxy)-coumarin NC1=CC=C(C=C1)OC1=C2C=CC(OC2=CC(=C1)OC1=CC=C(C=C1)N)=O